BrC1=CC=C(C=C1)C1=CSC=2N=C3N(CCC4=C3NC3=CC=CC=C43)C(C21)=O 3-(4-bromophenyl)-6,7-dihydrothieno[2'',3'':4',5']pyrimido[1',2':1,2]pyrido[3,4-b]indol-4(12H)-one